8-(2,5-dimethyl-4-(trifluoromethyl)phenyl)-9-(4-((1-(3-fluoropropyl)azetidin-3-ylidene)methyl)phenyl)-6,7-dihydro-5H-benzo[7]annulene-3-carboxylic acid CC1=C(C=C(C(=C1)C(F)(F)F)C)C=1CCCC2=C(C1C1=CC=C(C=C1)C=C1CN(C1)CCCF)C=CC(=C2)C(=O)O